CC1(OB(OC1(C)C)C=1C=CC2=C(N(N=N2)C(=O)OC(C)(C)C)C1)C tert-butyl 6-(4,4,5,5-tetramethyl-1,3,2-dioxaborolan-2-yl)-1H-benzo[d][1,2,3]triazole-1-carboxylate